ClC1=C(C=C(C=C1C(=O)N1[C@H](C=2C(CC1)=C(N(N2)C)C2=C(C(=C(C(=C2)F)F)F)F)C)F)C=2C=C(NC2)C#N 4-[2-Chloro-3-[(7S)-2,7-dimethyl-3-(2,3,4,5-tetrafluorophenyl)-5,7-dihydro-4H-pyrazolo[3,4-c]pyridine-6-carbonyl]-5-fluoro-phenyl]-1H-pyrrole-2-carbonitrile